N1=C(C=CC=C1)CNCC1=NC=CC=C1 bis(2-picolyl)amine